FC(C(=O)O)(F)F.FC(C(=O)O)(F)F.FC(C(=O)O)(F)F.O=CCCCC(=O)O 5-oxopentanoic acid Tritrifluoroacetate